N4-(2-azidoethyl)-2'-deoxy-5-methylcytidine N(=[N+]=[N-])CCNC1=NC(N([C@H]2C[C@H](O)[C@@H](CO)O2)C=C1C)=O